CSSCC=C 3-methyldisulfanylprop-1-ene